C(CCCCCCC)C(COC(CCCCCN(CCOC(NCCCN(CC)CC)=O)CCCCCC(=O)OCC(CCCCCCCCCC)CCCCCCCC)=O)CCCCCCCCCC.C(C)(C)(C)N=P(N(C)C)(N(C)C)N(C)C tert-butylimino-tris(dimethylamino)phosphane 2-octyldodecyl-3-ethyl-12-(6-((2-octyldodecyl)oxy)-6-oxohexyl)-8-oxo-9-oxa-3,7,12-triazaoctadecan-18-oate